cis-rac-(1S,6R)-2-methyl-2,5-diazabicyclo[4.1.0]heptane CN1[C@H]2C[C@H]2NCC1 |r|